CN1C(CCOC2=C1C=C1C(=C2)C(=NNC1=O)C)=O 5,10-dimethyl-3,8-dihydro-2H-pyridazino[4,5-h][1,5]benzoxazepine-4,7-dione